ClC1=CC=C(C(=N1)C(F)F)N1C=NC(=C1)C1=NC(=NC=C1C(F)(F)F)NC1CCN(CC1)S(=O)(=O)C (1-(6-chloro-2-(difluoromethyl)pyridin-3-yl)-1H-imidazol-4-yl)-N-(1-(methylsulfonyl)piperidin-4-yl)-5-(trifluoromethyl)pyrimidin-2-amine